bis-chloro-isophthalamide disodium salt [Na+].[Na+].ClC1=CC(=C(C=C1C(=O)[NH-])C(=O)[NH-])Cl